OCC[C@H](C1=CC(=CC=C1)C(NC1CN(C1)C)=O)NC(=O)C1=CC2=CC=3C[C@H](CCC3N=C2C=C1)C1(CC1)C (S)-N-((R)-3-hydroxy-1-(3-((1-methylazetidin-3-yl)carbamoyl)phenyl)propyl)-7-(1-methylcyclopropyl)-5,6,7,8-tetrahydroacridine-2-carboxamide